1-(difluoromethyl)-5-((6-(2-fluoro-3-hydroxyphenyl)pyridin-2-yl)oxy)pyridin-2(1H)-one FC(N1C(C=CC(=C1)OC1=NC(=CC=C1)C1=C(C(=CC=C1)O)F)=O)F